5-[1-(2,2-dimethylpropyl)-1H-pyrazol-4-yl]-6-imidazo[1,2-a]pyridin-7-ylpyridine-2-carbonitrile CC(CN1N=CC(=C1)C=1C=CC(=NC1C1=CC=2N(C=C1)C=CN2)C#N)(C)C